(6-methyl-7-chloropyrazolo[1,5-a]pyridin-5-yl)-carbamic acid tert-butyl ester C(C)(C)(C)OC(NC1=CC=2N(C(=C1C)Cl)N=CC2)=O